BrC1=C(C=CC=C1F)[C@H]1C2=C(CN1[S@](=O)C(C)(C)C)SC(=C2)Cl (R)-4-(2-bromo-3-fluorophenyl)-5-((R)-tert-butylsulfinyl)-2-chloro-5,6-dihydro-4H-thieno[2,3-c]pyrrole